C1(CC1)C=1C(=C2C(C(N(C2=C(C1)F)CC(=O)NCC(C(C(=O)OC)C)C)=O)(C)C)F methyl 4-[2-(5-cyclopropyl-4,7-difluoro-3,3-dimethyl-2-oxoindol-1-yl)acetamido]-2,3-dimethylbutanoate